N1(CCCCCC1)C=1C=C(N)C=CC1C1=NN=C(N1C)SC1=CC=CC=C1 3-(azepan-1-yl)-4-(4-methyl-5-phenylsulfanyl-1,2,4-triazol-3-yl)aniline